3-bromo-7,7-dimethyl-7H-benzo[de]anthracene BrC=1C=CC2=C3C1C=CC=C3C(C=3C=CC=CC23)(C)C